N-(1-(3,5-dichlorophenyl)-1H-pyrazol-5-yl)pyrazolo[1,5-a]pyrimidine-3-carboxamide ClC=1C=C(C=C(C1)Cl)N1N=CC=C1NC(=O)C=1C=NN2C1N=CC=C2